tert-butyl 2-(2-fluoro-4-(((oxazol-5-ylmethoxy)carbonyl)amino)benzyl)-6-azaspiro[3.4]octane-6-carboxylate FC1=C(CC2CC3(C2)CN(CC3)C(=O)OC(C)(C)C)C=CC(=C1)NC(=O)OCC1=CN=CO1